4-(((trifluoromethyl)sulfonyl)oxy)-2,5-dihydrofuran-3-carboxylic acid methyl ester COC(=O)C=1COCC1OS(=O)(=O)C(F)(F)F